CC1(NC2=CC=C(C=C2C(=C1)C(=O)OCC)NC1=CC=CC=C1)C(=O)OCC diethyl 2-methyl-6-(phenylamino)-1,2-dihydroquinoline-2,4-dicarboxylate